N-(4-bromo-6-chloropyridazin-3-yl)-4-methylbenzenesulfonamide BrC1=C(N=NC(=C1)Cl)NS(=O)(=O)C1=CC=C(C=C1)C